rel-3-(5-(8-((1s,3s)-3-methoxycyclobutoxy)-4-(pyrrolidin-1-ylmethyl)-1,5-naphthyridin-2-yl)-1-oxoisoindolin-2-yl)piperidine-2,6-dione COC1CC(C1)OC=1C=CN=C2C(=CC(=NC12)C=1C=C2CN(C(C2=CC1)=O)[C@H]1C(NC(CC1)=O)=O)CN1CCCC1 |o1:27|